N,N-bis(4-(1,1,3,3-tetramethylbutyl)phenyl)acrylamide CC(CC(C)(C)C)(C)C1=CC=C(C=C1)N(C(C=C)=O)C1=CC=C(C=C1)C(CC(C)(C)C)(C)C